(Z)-5-(2-Fluoro-6-methoxyphenyl)-3-(1-((1-(2-hydroxy-2-methylpropyl)-1H-pyrazol-3-yl)amino)ethylidene)-1H-pyrrolo[2,3-c]pyridin-2(3H)-one FC1=C(C(=CC=C1)OC)C=1C=C/2C(=CN1)NC(\C2=C(\C)/NC2=NN(C=C2)CC(C)(C)O)=O